C1(CCC1)CNC(=O)C(=O)NC1COCCC1O N-(cyclobutylmethyl)-N'-(4-hydroxytetrahydropyran-3-yl)oxamide